7-(8-ethyl-7-fluoro-3-(methoxymethoxy)naphthalen-1-yl)-4-methoxy-2-(((cis)-3-(methoxymethyl)tetrahydro-1H-pyrrolizin-7a(5H)-yl)methoxy)-5,6,7,8-tetrahydropyrido[3,4-d]pyrimidine C(C)C=1C(=CC=C2C=C(C=C(C12)N1CC=2N=C(N=C(C2CC1)OC)OC[C@@]12CCCN2[C@@H](CC1)COC)OCOC)F